(1S)-1-{4-methyl-5-[8-(methylamino)-[1,2,4]triazolo[1,5-a]1,6-naphthyridin-4-yl]pyridin-2-yl}propan-1-ol CC1=CC(=NC=C1C=1C=2N(C3=CC(=NC=C3C1)NC)N=CN2)[C@H](CC)O